C(#N)C1=CC(=NC=C1)N1CC(C2=C1N=CN=C2N2C[C@H](N(C[C@@H]2C)C(=O)OC(C)(C)C)C)(C(NC)=O)C tert-butyl (2R,5S)-4-[7-(4-cyano-2-pyridinyl)-5-methyl-5-(methylcarbamoyl)-6H-pyrrolo[2,3-d]pyrimidin-4-yl]-2,5-dimethylpiperazine-1-carboxylate